5,6,7,8-tetrahydroquinoxaline N1=CC=NC=2CCCCC12